2,6-dimethoxy-4-[5-[2-(4-methylpiperazin-1-yl)-4-pyridyl]benzimidazol-1-yl]-N-(2,2,2-trifluoroethyl)benzamide t-butyl-2-hydroxyphenylethylcarbamate C(C)(C)(C)OC(NCCC1=C(C=CC=C1)O)=O.COC1=C(C(=O)NCC(F)(F)F)C(=CC(=C1)N1C=NC2=C1C=CC(=C2)C2=CC(=NC=C2)N2CCN(CC2)C)OC